N-(3-(difluoromethyl)-1-((1R,4R)-4-(hydroxymethyl)cyclohexyl)-1H-pyrazole-4-yl)-5-(4-methylpiperazin-1-yl)pyrazolo[1,5-a]pyrimidine-3-carboxamide FC(C1=NN(C=C1NC(=O)C=1C=NN2C1N=C(C=C2)N2CCN(CC2)C)C2CCC(CC2)CO)F